3,4,5-Trihydroxyl-alpha-(hydroxymethyl)phenylacetic acid OC=1C=C(C=C(C1O)O)C(C(=O)O)CO